butenyltri(trimethylsiloxy)silane C(=CCC)[Si](O[Si](C)(C)C)(O[Si](C)(C)C)O[Si](C)(C)C